(2R)-2-(((2,5-dioxoimidazolin-1-yl)acetyl)amino)-N-(3-fluoro-4-(trimethylsilyl)phenyl)-2-(4-(methoxymethyl)phenyl)acetamide O=C1N(C(CN1)=O)CC(=O)N[C@@H](C(=O)NC1=CC(=C(C=C1)[Si](C)(C)C)F)C1=CC=C(C=C1)COC